5-bromo-2-(4-cyano-2-methoxyphenoxy)-4-methylnicotinic acid methyl ester COC(C1=C(N=CC(=C1C)Br)OC1=C(C=C(C=C1)C#N)OC)=O